C(C)(C)(C)OC(=O)NCCC(=O)NC=1C=C(N(C1)C)C(=O)NC=1N=C(N(C1)C)C(=O)OCC ethyl 4-(4-{3-[(tert-butoxycarbonyl)amino] propanamido}-1-methylpyrrole-2-amido)-1-methylimidazole-2-carboxylate